6-threonyl-lysine N[C@@H]([C@H](O)C)C(=O)C(CCC[C@H](N)C(=O)O)N